CN(CC1=NN=NN1C1=CC=C(C=C1)[N+](=O)[O-])C1CCCCC1 N-methyl-N-((1-(4-nitrophenyl)-1H-tetrazol-5-yl)methyl)cyclohexylamine